O[C@H](C(=O)OC(C)(C)C)C tert-butyl (S)-2-hydroxypropionate